C1(=CC=CC=C1)P(C1=CC=CC=2N(C3=CC=CC(=C3SC12)P(C1=CC=CC=C1)C1=CC=CC=C1)[Si](C)(C)C(C)(C)C)C1=CC=CC=C1 4,6-bis(diphenylphosphino)-10-(t-butyldimethylsilyl)phenothiazine